FC1(CN(CC1)CC(CC(C(=O)OC(C)(C)C)C)=O)F tert-butyl 5-(3,3-difluoropyrrolidin-1-yl)-2-methyl-4-oxo-pentanoate